1-[2-(aminomethyl)-5-(1-isopropyl-4-(trifluoromethyl)-1H-imidazol-2-yl)phenyl]-N,N-dimethylmethanamine NCC1=C(C=C(C=C1)C=1N(C=C(N1)C(F)(F)F)C(C)C)CN(C)C